S(N)([O-])(=O)=O.C1CCCCC1.[SH3+] sulfonium cyclohexane sulfamate